C(C)(C)(C)N1N=C2C=CC(=C(C2=C1)Cl)C1=CN(C=2N=C(N(C(C21)=O)C)Cl)COCC[Si](C)(C)C 5-(2-(tert-Butyl)-4-chloro-2H-indazol-5-yl)-2-chloro-3-methyl-7-((2-(trimethylsilyl)ethoxy)meth-yl)-3,7-dihydro-4H-pyrrolo[2,3-d]pyrimidin-4-one